N-[5-[(tert-butyldimethylsilyl)oxy]pyridin-2-yl]-4-(5-cyanopyridin-2-yl)piperazine-1-carboxamide [Si](C)(C)(C(C)(C)C)OC=1C=CC(=NC1)NC(=O)N1CCN(CC1)C1=NC=C(C=C1)C#N